N-(3-chloro-5-(methylsulfonamido)phenyl)-1-(5-ethoxypyridin-2-yl)-5-methyl-1H-pyrrole-3-carboxamide ClC=1C=C(C=C(C1)NS(=O)(=O)C)NC(=O)C1=CN(C(=C1)C)C1=NC=C(C=C1)OCC